(R)-1-(4-(4-((1-(5-amino-2-fluoro-3-methylphenyl)ethyl)amino)-2-methylquinolin-6-yl)-3,6-dihydropyridin-1(2H)-yl)ethane-1-one hydrochloride Cl.NC=1C=C(C(=C(C1)[C@@H](C)NC1=CC(=NC2=CC=C(C=C12)C=1CCN(CC1)C(C)=O)C)F)C